2-(4-cyclopropyl-6-cyanopyrimidin-5-yl)-8-(4-(1-methyl-4-(trifluoromethyl)-1H-imidazol-2-yl)benzyl)-[1,2,4]triazolo[1,5-a]pyridine C1(CC1)C1=NC=NC(=C1C1=NN2C(C(=CC=C2)CC2=CC=C(C=C2)C=2N(C=C(N2)C(F)(F)F)C)=N1)C#N